[Zn+2].C([O-])([O-])=O carbonic acid zinc salt